C(CC(C)C)N(C(=O)OCC=1C(=NOC1C1=CC=C(O[C@@H]2CCCOC2)C=C1)C)C |r| (±)-cis-5-(4-(4-(((Isopentyl(methyl)carbamoyl)oxy)methyl)-3-methylisoxazol-5-yl)phenoxy)tetrahydro-2H-pyran